N-[4-[(6,7-Dimethoxy-1,5-naphthyridin-4-yl)oxy]phenyl]-1-ethyl-6-(fluoromethyl)-5-(4-fluorophenyl)-4-oxopyridine-3-carboxamide COC=1N=C2C(=CC=NC2=CC1OC)OC1=CC=C(C=C1)NC(=O)C1=CN(C(=C(C1=O)C1=CC=C(C=C1)F)CF)CC